3-fluoro-4-(1-hydroxyethyl)-5-(2-methyl-1H-Benzimidazol-5-yl)benzoic acid FC=1C=C(C(=O)O)C=C(C1C(C)O)C1=CC2=C(NC(=N2)C)C=C1